N[C@H]1[C@H]([C@@H]2CC[C@H](C1)N2C=2N(C(C1=C(N2)NC=C1C1=C(C2=CN(N=C2C=C1)C)Cl)=O)C)F ((1S,2R,3R,5R)-3-amino-2-fluoro-8-azabicyclo[3.2.1]oct-8-yl)-5-(4-chloro-2-methyl-2H-indazol-5-yl)-3-methyl-3,7-dihydro-4H-pyrrolo[2,3-d]pyrimidin-4-one